2-(4-((4-(2-(2,6-dioxopiperidin-3-yl)-1-oxoisoindolin-5-yl)piperidin-1-yl)methyl)phenoxy)acetonitrile O=C1NC(CCC1N1C(C2=CC=C(C=C2C1)C1CCN(CC1)CC1=CC=C(OCC#N)C=C1)=O)=O